ClC1=NN(C=C1NC1=NC=C(C(=N1)NC=1C=C(C=CC1F)NC(C=C)=O)C1=C(C=CC=C1)F)C N-(3-((2-((3-chloro-1-methyl-1H-pyrazol-4-yl)amino)-5-(2-fluorophenyl)pyrimidin-4-yl)amino)-4-fluorophenyl)acrylamide